(R)-2-((1-(2-cyano-3-cyclopropyl-7-methylquinoxalin-5-yl)ethyl)amino)benzoic acid C(#N)C1=NC2=CC(=CC(=C2N=C1C1CC1)[C@@H](C)NC1=C(C(=O)O)C=CC=C1)C